3-chloro-5-(2-fluorophenyl)sulfanyl-benzonitrile ClC=1C=C(C#N)C=C(C1)SC1=C(C=CC=C1)F